[C@H]12CC(C[C@H](CCC1)N2)SC2=CN=C(N=N2)C=2C=C1C=CN=CC1=CC2O 6-(6-(((1R,3s,5S)-9-azabicyclo[3.3.1]nonan-3-yl)thio)-1,2,4-triazin-3-yl)isoquinolin-7-ol